C(C)(C)(C)C=1C=C(C=C(C1O)C(C)(C)C)CCC(=O)OCCCCCCCCCCCCCCCCCC octadecyl 3-(3,5-ditertbutyl 4-hydroxyphenyl)propionate